C(C)(C)(C)OC(=O)N1C[C@@H](OCC1)COS(=O)(=O)C1=CC=C(C)C=C1 (R)-2-((tosyloxy)methyl)morpholine-4-carboxylic acid tert-butyl ester